ClC1=C(CNC(=O)[C@]2(C=3C=CC=NC3[C@@](CC2)(CN2CC(C2)(C)OC)O)F)C=CC(=C1)F |o1:7,14| (5S*,8R*)-N-(2-chloro-4-fluorobenzyl)-5-fluoro-8-hydroxy-8-((3-methoxy-3-methyl-azetidin-1-yl)methyl)-5,6,7,8-tetrahydro-quinoline-5-carboxamide